N-(3-(3-(4-methoxyphenyl)thioureido)propionyl)-N-methyl-L-valine COC1=CC=C(C=C1)NC(NCCC(=O)N([C@@H](C(C)C)C(=O)O)C)=S